(2R,4S)-2-((benzyloxy)methyl)-1,3-dioxolane-4-carboxylic acid C(C1=CC=CC=C1)OC[C@@H]1OC[C@H](O1)C(=O)O